zinc sulfate, tetrahydrate O.O.O.O.S(=O)(=O)([O-])[O-].[Zn+2]